(E)-Ethyl 3-(4-((E)-2-(3-butoxyphenyl)-1-(1-(tetrahydro-2H-pyran-2-yl)-1H-indazol-5-yl)but-1-en-1-yl)phenyl)acrylate C(CCC)OC=1C=C(C=CC1)/C(=C(/C=1C=C2C=NN(C2=CC1)C1OCCCC1)\C1=CC=C(C=C1)/C=C/C(=O)OCC)/CC